ON=C1C(C2=CC=CC=C2C1)O (hydroxyimino)-2,3-dihydro-1H-inden-1-ol